[Cl-].C(C)(C)(C)OC(=O)N1C(CC(CC1)(C)C)[Zn+] (1-(tert-Butoxycarbonyl)-4,4-dimethylpiperidin-2-yl)zinc (II) chloride